[K].[K].C(C)OCCOCC ethylene glycol diethyl ether di-potassium